1,2-dimethyl-indole tert-butyl-((R)-4-(dimethylamino)-1,4-dioxo-1-(((R)-4-phenyl-1-(4,4,5,5-tetramethyl-1,3,2-dioxaborolan-2-yl)butyl)amino)butan-2-yl)carbamate C(C)(C)(C)N(C(O)=O)[C@@H](C(N[C@@H](CCCC1=CC=CC=C1)B1OC(C(O1)(C)C)(C)C)=O)CC(=O)N(C)C.CN1C(=CC2=CC=CC=C12)C